ClC1=NC=C(C(=N1)NCCCOC1=C(C=CC(=N1)C(C#N)(C)C)[N+](=O)[O-])Cl 2-(6-(3-((2,5-dichloropyrimidin-4-yl)amino)propoxy)-5-nitropyridin-2-yl)-2-Methylpropionitrile